N-(6-methyl-2-((4aS,5aR)-5a-methyl-1,4,4a,5,5a,6-hexahydrocyclopropa[f]indazol-3-yl)-1H-benzo[d]imidazol-5-yl)-2-morpholinopropanamide CC=1C(=CC2=C(NC(=N2)C2=NNC=3C[C@@]4([C@H](CC23)C4)C)C1)NC(C(C)N1CCOCC1)=O